8-bromo-1,1-dioctyloxy-octane BrCCCCCCCC(OCCCCCCCC)OCCCCCCCC